N(=C=S)C#CC1=CC=CC=C1 Isothiocyanoethynyl-benzene